N-Cyclopropyl-4'-(1-(2-methoxyethyl)pyrrolidine-3-carbonyl)-6-methyl-[1,1'-biphenyl]-3-carboxamide C1(CC1)NC(=O)C=1C=C(C(=CC1)C)C1=CC=C(C=C1)C(=O)C1CN(CC1)CCOC